COC=1C=C(C=CC1)C1=C(N=NC=C1)N(C1=CC=CC=C1)C1=CC=CC=C1 (3-methoxyphenyl)-N,N-diphenylpyridazin-3-amine